1-(bromomethyl)-3-nitrobenzene BrCC1=CC(=CC=C1)[N+](=O)[O-]